cis-2,3,4a,5,6,10b-hexahydro-1H-benzo[f][1,4]benzoxazine N1CCO[C@H]2[C@@H]1C1=C(CC2)C=CC=C1